C(=O)(OC(C)(C)C)N(CC(=O)O)CC#C Boc-propargyl-Glycine